FC1(CC(C1)(C=1SC=NN1)NC(C(=O)C1=C(C=CC=C1)C=1N2CCCC2=C(C1C)C(=O)NC1=CC=C(C=C1)F)=O)F 5-(2-((3,3-difluoro-1-(1,3,4-thiadiazol-2-yl)cyclobutyl)amino)-2-oxoacetylPhenyl)-N-(4-fluorophenyl)-6-methyl-2,3-dihydro-1H-pyrrolizine-7-carboxamide